BrC1=CC=C(C=C1)C=1N=NN(C1CO)C (4-(4-bromophenyl)-1-methyl-1H-1,2,3-triazol-5-yl)methanol